tert-butyl (1S,4R)-2-(azidomethyl)-4-(tert-butyl (dimethyl)silyl)oxy-pyrrolidine-1-carboxylate N(=[N+]=[N-])CC1N(C[C@@H](C1)O[Si](C)(C)C(C)(C)C)C(=O)OC(C)(C)C